(2S,4R)-1-[(2S)-2-[4-[5-(3-bromo-2-methyl-phenoxy)pentyl]triazol-1-yl]-3,3-dimethyl-butanoyl]-4-hydroxy-N-[(1S)-1-[4-(4-methylthiazol-5-yl)phenyl]ethyl]pyrrolidine-2-carboxamide BrC=1C(=C(OCCCCCC=2N=NN(C2)[C@H](C(=O)N2[C@@H](C[C@H](C2)O)C(=O)N[C@@H](C)C2=CC=C(C=C2)C2=C(N=CS2)C)C(C)(C)C)C=CC1)C